COC1=CC=C(C=C1)C(OC[C@@H]1[C@H](C[C@@H](O1)N1C(NCCC1=O)=O)O)(C1=CC=CC=C1)C1=CC=C(C=C1)OC 3-((2R,4S,5R)-5-((bis(4-methoxyphenyl)(phenyl)methoxy)methyl)-4-hydroxytetrahydrofuran-2-yl)dihydropyrimidine-2,4(1H,3H)-dione